ClC1=C(C=CC(=C1)Cl)[C@@H]([C@H](CC)O)O 1-(2,4-dichlorophenyl)-(S,S)-1,2-butanediol